2-amino-N-((1R)-2-methoxy-1-(2-pyridinyl)ethyl)-3-methyl-N-((5-(trifluoromethyl)-2-pyridinyl)methyl)-6-quinolinecarboxamide NC1=NC2=CC=C(C=C2C=C1C)C(=O)N(CC1=NC=C(C=C1)C(F)(F)F)[C@@H](COC)C1=NC=CC=C1